tert-butyl (2S)-2-(tert-butoxycarbonylamino)-4-[3-[5-(2,4-dichlorophenyl)-2-pyridyl]-4,4,4-trifluoro-3-hydroxy-butyl]sulfonyl-butanoate C(C)(C)(C)OC(=O)N[C@H](C(=O)OC(C)(C)C)CCS(=O)(=O)CCC(C(F)(F)F)(O)C1=NC=C(C=C1)C1=C(C=C(C=C1)Cl)Cl